C12(CC(C1)C2)C(=O)OCN2C(=NC=1N(C(N(C(C21)=O)CCC)=O)CC)C=2C=NN(C2)CC2=CC(=CC=C2)C(F)(F)F (3-ethyl-2,6-dioxo-1-propyl-8-(1-(3-(trifluoromethyl)benzyl)-1H-pyrazol-4-yl)-1,2,3,6-tetrahydro-7H-purin-7-yl)methyl bicyclo[1.1.1]pentane-1-carboxylate